6-(5-(trifluoromethyl)-2,3-dihydrobenzofuran-2-yl)picolinonitrile FC(C=1C=CC2=C(CC(O2)C2=CC=CC(=N2)C#N)C1)(F)F